C(C)(=O)C1=NN(C2=CC=C(C=C12)C=1C=NC(=CC1)OC)CC(=O)OC(C)(C)C tert-Butyl 2-(3-acetyl-5-(6-methoxypyridin-3-yl)-1H-indazol-1-yl)acetate